2-[6-amino-5-[8-[2-[3-(azepan-1-yl)prop-1-ynyl]pyrimidin-4-yl]-3,8-diazabicyclo[3.2.1]octan-3-yl]pyridazin-3-yl]phenol NC1=C(C=C(N=N1)C1=C(C=CC=C1)O)N1CC2CCC(C1)N2C2=NC(=NC=C2)C#CCN2CCCCCC2